CO/C=C/[C@@]12C[C@H](N([C@H]2C1)C(=O)OC(C)(C)C)C(=O)OCC 2-(tert-butyl) 3-ethyl (1S,3S,5S)-5-((E)-2-methoxyvinyl)-2-azabicyclo[3.1.0]hexane-2,3-dicarboxylate